6-(methoxymethyloxy)furo[3,2-b]pyridine COCOC=1C=C2C(=NC1)C=CO2